C(C)(=O)N1CCC(CC1)NC(C1=CC(=C(C(=C1)OC)OCCCC)OC)=O N-(1-acetylpiperidin-4-yl)-4-butoxy-3,5-dimethoxybenzamide